2-(4-chloro-3-fluorophenoxy)-N-[(3s,6r)-6-{5-[(3,3-difluorocyclopentyl)oxy]-1,3,4-oxadiazol-2-yl}piperidin-3-yl]acetamide ClC1=C(C=C(OCC(=O)N[C@@H]2CN[C@H](CC2)C=2OC(=NN2)OC2CC(CC2)(F)F)C=C1)F